(2-Methyl-3-oxopropyl)carbamic acid tert-butyl ester C(C)(C)(C)OC(NCC(C=O)C)=O